2-[(1-tert-butoxycarbonyl-4-piperidyl)methyl-methyl-amino]acetic acid C(C)(C)(C)OC(=O)N1CCC(CC1)CN(CC(=O)O)C